CC1=NC=CC2=C1C=NN2C2=C1N=CNC1=NC(=N2)C2=NC(=CC=C2)C 6-(4-methyl-1H-pyrazolo[4,3-c]pyridin-1-yl)-2-(6-methylpyridin-2-yl)-9H-purine